(3R)-N-[(4S)-2,2-dimethylchroman-4-yl]-3-(2-imino-4,4-dimethyl-6-oxo-hexahydropyrimidin-1-yl)indane-5-carboxamide CC1(OC2=CC=CC=C2[C@H](C1)NC(=O)C=1C=C2[C@@H](CCC2=CC1)N1C(NC(CC1=O)(C)C)=N)C